BrC1=C(C=NN1C1=C2C=CC=NC2=CC=C1)C(=O)NC=1C=NC(=C(C1)Cl)N1N=CC=N1 5-bromo-N-(5-chloro-6-(2H-1,2,3-triazol-2-yl)pyridin-3-yl)-1-(quinolin-5-yl)-1H-pyrazole-4-carboxamide